(di-n-dodecylaminomethyl)triazole platinum nickel gold-nickel [Ni].[Au].[Ni].[Pt].C(CCCCCCCCCCC)N(CCCCCCCCCCCC)CC=1N=NNC1